COC(=O)C1=C(OCCCC(=O)O)C=CC=C1 4-(2-(methoxycarbonyl)phenoxy)butanoic acid